7-bromo-5-((4-(2,3,4-trimethoxybenzyl)piperazin-1-yl)methyl)quinolin-8-ol BrC1=CC(=C2C=CC=NC2=C1O)CN1CCN(CC1)CC1=C(C(=C(C=C1)OC)OC)OC